[Cl-].C(C(=C)C)(=O)OCC[N+](CCC[Si](C)(C)C)(C)C 2-methacryloyloxyethyldimethyl-(3-trimethylsilylpropyl)ammonium chloride